NC1CCC(CC1)CNC1=CC(=C(C(=C1)C)N1CC(OC(C1)C)C)F N-(((1r,4r)-4-aminocyclohexyl)methyl)-4-(2,6-dimethylmorpholino)-3-fluoro-5-methylaniline